N-(4-Bromo-2-fluorophenyl)-4-[(R)-ethyl(methyl)phosphoryl]pyridin-3-amine BrC1=CC(=C(C=C1)NC=1C=NC=CC1[P@@](=O)(C)CC)F